3-(tert-butyl)4-methyl-1-((1r,3r)-3-hydroxycyclobutyl)-6-oxo-1,6-dihydropyridine-3,4-dicarboxylic acid 3-(tert-butyl) ester C(C)(C)(C)OC(=O)C1(CN(C(CC1(C(=O)O)C)=O)C1CC(C1)O)C(C)(C)C